C12N(CC(NC1)CC2)C=2C1=C(N=C(N2)OC[C@]23CCCN3C[C@@H](C2)F)C(=C(N=C1)C1=CC(=CC2=CC=C(C(=C12)F)F)O)F 4-(4-(2,5-Diazabicyclo[2.2.2]octan-2-yl)-8-fluoro-2-(((2R,7aS)-2-fluorotetrahydro-1H-pyrrolizin-7a(5H)-yl)methoxy)pyrido[4,3-d]pyrimidin-7-yl)-5,6-difluoronaphthalen-2-ol